ClC=1C=C(C=CC1)/C=C/C(=O)C1=CC=C(C=C1)S(=O)(=O)N(CC(=O)O)C 2-[[4-[(E)-3-(3-Chlorophenyl)prop-2-enoyl]phenyl]sulfonyl-methylamino]acetic acid